17-(6-hydroxyhexyloxy)-10,13-dimethyl-tetradecahydro-1H-cyclopenta[a]phenanthren-3(2H)-one OCCCCCCOC1CCC2C3CCC4CC(CCC4(C3CCC12C)C)=O